6-Chloro-N-[6-[2-(difluoromethoxy)ethoxy]-5-fluoro-2-methoxypyridin-3-yl]-1H-pyrrolo[2,3-b]pyridine-3-sulfonamide ClC1=CC=C2C(=N1)NC=C2S(=O)(=O)NC=2C(=NC(=C(C2)F)OCCOC(F)F)OC